ClC=1C=C(C=CC1F)[C@@H](N1C(CN(CC1)C(=O)N)=O)C=1C=NC(=CC1)OCC(F)(F)F |o1:8| 4-N-((R or S)-(3-chloro-4-fluorophenyl)(6-(2,2,2-trifluoro-ethoxy)pyridin-3-yl)methyl)-3-oxopiperazine-1-carboxamide